2-(4,4-dimethylpentan-2-yl)-3-methylcyclopent-2-en-1-one CC(CC(C)C=1C(CCC1C)=O)(C)C